[(3aS,4R,6aR)-2,3,3a,4,5,6a-hexahydrofuro[2,3-b]furan-4-yl] 4-(3-bromopyrazolo[1,5-a]pyrimidin-5-yl)piperazine-1-carboxylate BrC=1C=NN2C1N=C(C=C2)N2CCN(CC2)C(=O)O[C@@H]2[C@H]1[C@@H](OC2)OCC1